[Na+2].[C-]#N.[C-]#N cyanide sodium (II)